3-ethyl-7-((4-(2-methyl-2H-pyrazolo[3,4-b]pyridin-5-yl)piperazin-1-yl)methyl)-1,5-naphthyridin-2(1H)-one C(C)C=1C(NC2=CC(=CN=C2C1)CN1CCN(CC1)C1=CC=2C(N=C1)=NN(C2)C)=O